2,4-difluoro-N-(2-methoxy-5-(4-(4-(2-methoxy-acryloyl)piperazin-1-yl)quinazolin-6-yl)pyridin-3-yl)benzene-sulfonamide FC1=C(C=CC(=C1)F)S(=O)(=O)NC=1C(=NC=C(C1)C=1C=C2C(=NC=NC2=CC1)N1CCN(CC1)C(C(=C)OC)=O)OC